C[Si](CCOCN1N=CC2=CC=C(C=C12)C#N)(C)C ((2-(trimethylsilyl)ethoxy)methyl)-1H-indazole-6-carbonitrile